C(C)(=O)OC(C)(C=C)CCC=C(C)CCC=C(C)C 6E-nerolidyl acetate